N-(5-bromo-1-(difluoromethyl)-1H-pyrazol-4-yl)-6-chloro-7-(2H-1,2,3-triazol-2-yl)-1H-indole-3-sulfonamide BrC1=C(C=NN1C(F)F)NS(=O)(=O)C1=CNC2=C(C(=CC=C12)Cl)N1N=CC=N1